OC1=CC=C(C=C1)CCC(C)=O 4-(4-Hydroxyphenyl)Butan-2-One